2-(2-thienyl)-4-[[phenylsulfonyl]oxy]-5-amino-3(2H)-furanone S1C(=CC=C1)C1OC(=C(C1=O)OS(=O)(=O)C1=CC=CC=C1)N